OC(C)C=C(C(=O)O)C.C(C(=C)C)(=O)OC methyl methacrylate (1-hydroxyethyl methacrylate)